CC=1C(=NC=CC1)CC(C)C1=C(C=CC=C1)OC(F)(F)F 3-Methyl-2-(2-(2-(trifluoromethoxy)phenyl)propyl)pyridine